8-{[(2R)-2-{[(tert-Butoxy)carbonyl]amino}propanoyl]oxy}-6-oxo-6H-benzo[c]chromen-3-yl (2s)-2-{[(tert-butoxy)carbonyl]amino}propanoate C(C)(C)(C)OC(=O)N[C@H](C(=O)OC1=CC=C2C3=C(C(OC2=C1)=O)C=C(C=C3)OC([C@@H](C)NC(=O)OC(C)(C)C)=O)C